C1(=CC=CC=C1)[Se](=O)(=O)C1=CC=CC=C1 phenylselenone